ethyl 1-(3-chlorophenyl)-6-(2-methyl-1-oxo-3,4-dihydroisoquinolin-7-yl)-7-oxo-4,5-dihydropyrazolo[3,4-c]pyridine-3-carboxylate ClC=1C=C(C=CC1)N1N=C(C2=C1C(N(CC2)C2=CC=C1CCN(C(C1=C2)=O)C)=O)C(=O)OCC